1-(2,4-Difluorophenyl)-3-(4-fluorophenyl)-5-methyl-N-(2-morpholino-2-oxoethyl)-4-(thiophen-2-yl)-4,5-dihydro-1H-pyrazole-5-carboxamide FC1=C(C=CC(=C1)F)N1N=C(C(C1(C(=O)NCC(=O)N1CCOCC1)C)C=1SC=CC1)C1=CC=C(C=C1)F